2-(3,4-difluorophenyl)-3-hydroxypropionic acid FC=1C=C(C=CC1F)C(C(=O)O)CO